N-(4-(benzyloxy)phenyl)-5-isopropylbenzamide C(C1=CC=CC=C1)OC1=CC=C(C=C1)NC(C1=CC=CC(=C1)C(C)C)=O